2-(4-bromophenyl)-5-(3-chlorophenyl)-pyridine BrC1=CC=C(C=C1)C1=NC=C(C=C1)C1=CC(=CC=C1)Cl